1-(2-((4-(dimethylamino) butanoyl) oxy)-3-((5-(heptadecan-9-yloxy)-5-oxopentanoyl) oxy) propyl) 8-(2-hexyldecyl) suberate C(CCCCCCC(=O)OCC(CCCCCCCC)CCCCCC)(=O)OCC(COC(CCCC(=O)OC(CCCCCCCC)CCCCCCCC)=O)OC(CCCN(C)C)=O